5-[[4-[5-isobutyl-2-(2H-tetrazol-5-yl)phenyl]piperazin-1-yl]methyl]-3-methyl-1,2,4-oxadiazole C(C(C)C)C=1C=CC(=C(C1)N1CCN(CC1)CC1=NC(=NO1)C)C=1N=NNN1